The molecule is a pyridinium salt that is 1-(4-amino-2-methylpyrimidin-5-ylmethyl)-3-(2-hydroxyethyl)-2-methylpyridinium having bromide as the counterion. It is a pyridinium salt and an organic bromide salt. It contains a pyrithiamine. CC1=C(C=CC=[N+]1CC2=CN=C(N=C2N)C)CCO.[Br-]